1-(4-bromophenyl)-3-(5-fluoropyridin-2-yl)-1H-pyrazole-4-carbaldehyde BrC1=CC=C(C=C1)N1N=C(C(=C1)C=O)C1=NC=C(C=C1)F